2,4',5-trifluoro-4-((4-(trans-4-n-propylcyclohexyl)phenyl)ethynyl)-1,1'-biphenyl FC1=C(C=C(C(=C1)C#CC1=CC=C(C=C1)[C@@H]1CC[C@H](CC1)CCC)F)C1=CC=C(C=C1)F